N4-allyl-N2-(2-methoxy-4-((4-morpholinopiperidin-1-yl)sulfonyl)phenyl)-7H-pyrrolo[2,3-d]pyrimidine-2,4-diamine C(C=C)NC=1C2=C(N=C(N1)NC1=C(C=C(C=C1)S(=O)(=O)N1CCC(CC1)N1CCOCC1)OC)NC=C2